C1N(CCC2=CC=CC=C12)C[C@H](CNC1=NN(C2=C1N=CN=C2NC2=CN=NC=C2)COCC[Si](C)(C)C)O (S)-1-(3,4-dihydroisoquinolin-2(1H)-yl)-3-((7-(pyridazin-4-ylamino)-1-((2-(trimethylsilyl)ethoxy)methyl)-1H-pyrazolo[4,3-d]pyrimidin-3-yl)amino)propan-2-ol